O.[N+](=O)([O-])[O-].[Zr+4].[N+](=O)([O-])[O-].[N+](=O)([O-])[O-].[N+](=O)([O-])[O-] zirconium nitrate, hydrate